OC1=CC=C(O[C@](C(=O)O)(O)C)C=C1 R-(+)-2-(4-hydroxyphenoxy)lactic acid